2-(((S)-1-(((S)-1,1-bis(3-cyclopropylphenyl)propan-2-yl)amino)-1-oxopropan-2-yl)carbamoyl)-4-methoxypyridin-3-yl acetate C(C)(=O)OC=1C(=NC=CC1OC)C(N[C@H](C(=O)N[C@H](C(C1=CC(=CC=C1)C1CC1)C1=CC(=CC=C1)C1CC1)C)C)=O